BrC1=C(C=C2C(=NC=NC2=C1)NC(C)C1=C(C(=CC=C1)C(F)(F)F)C)I 7-bromo-6-iodo-N-(1-(2-methyl-3-(trifluoromethyl)phenyl)ethyl)quinazolin-4-amine